(S)-2'-chloro-N-[(4-chlorophenyl)(cyclopropyl)methyl]-6'-(6-fluoro-5-methoxy-1H-1,3-benzodiazol-2-yl)-2-(hydroxymethyl)-[1,1'-biphenyl]-4-carboxamide ClC1=C(C(=CC=C1)C1=NC2=C(N1)C=C(C(=C2)OC)F)C2=C(C=C(C=C2)C(=O)N[C@@H](C2CC2)C2=CC=C(C=C2)Cl)CO